4-((7-fluoro-4-oxo-2,3,4,5-tetrahydro-1H-benzo[b][1,4]diazepin-1-yl)methyl)-N-hydroxybenzoamide FC1=CC2=C(N(CCC(N2)=O)CC2=CC=C(C(=O)NO)C=C2)C=C1